C(CCC)CC(=O)OCCOCCO diethylene glycol monobutyl-acetate